CN1C=C(C=C1C1=NC=C(C=C1)OC1CN(C1)C)C(=O)O 1-methyl-5-{5-[(1-methylazetidin-3-yl)oxy]pyridin-2-yl}pyrrole-3-carboxylic acid